(R)-N-(2-(4-Cyanothiazolidin-3-yl)-2-oxoethyl)-6-(3-methylazetidin-1-yl)-quinoline-4-carboxamide C(#N)[C@H]1N(CSC1)C(CNC(=O)C1=CC=NC2=CC=C(C=C12)N1CC(C1)C)=O